(Z)-N-(3-hydrazino-3-oxo-1-phenylpropan-2-yl)benzamide N(N)C(C(CC1=CC=CC=C1)NC(C1=CC=CC=C1)=O)=O